CC(C(=O)OCCOC[C@@H]1[C@H]([C@@H]([C@H]([C@@H](OC2[C@H](O)[C@@H](O)[C@H](O)[C@H](O2)CO)O1)O)O)O)=C D-glucopyranosyl 6-O-[2-[(2-methyl-1-oxo-2-propen-1-yl)oxy]ethyl]-α-D-glucopyranoside